1-(4-((4-chlorobenzyl)oxy)-2-(trifluoromethyl)phenyl)ethan-1-one ClC1=CC=C(COC2=CC(=C(C=C2)C(C)=O)C(F)(F)F)C=C1